2-{[(tert-butyldimethylsilyl)oxy]methyl}-4-fluoro-5-(5-fluoro-2,4-dioxo-3H-pyrimidin-1-yl)oxolane-2-carbaldehyde [Si](C)(C)(C(C)(C)C)OCC1(OC(C(C1)F)N1C(NC(C(=C1)F)=O)=O)C=O